(R)-N-(1-(3-amino-5-(trifluoromethyl)phenyl)ethyl)-2-chloro-6-(4-methoxypiperidin-1-yl)pyrido[3,4-d]pyrimidin-4-amine NC=1C=C(C=C(C1)C(F)(F)F)[C@@H](C)NC=1C2=C(N=C(N1)Cl)C=NC(=C2)N2CCC(CC2)OC